(6-fluoroquinolin-8-yl)-5-(8-methyl-3,8-diazabicyclo[3.2.1]octan-3-yl)pyrazine-2-carboxamide FC=1C=C2C=CC=NC2=C(C1)C=1C(=NC=C(N1)N1CC2CCC(C1)N2C)C(=O)N